ClC=1C(=C2N=C(N=C3C2=C([C@@H]([C@@H]([C@H]2[C@@H]4CC[C@H](CN32)N4C(=O)OC(C)(C)C)C)C)N1)S(=O)(=O)CC)F tert-butyl (4R,5S,5aS,6S,9R)-2-chloro-12-(ethylsulfonyl)-1-fluoro-4,5-dimethyl-4,5,5a,6,7,8,9,10-octahydro-3,10a,11,13,14-pentaaza-6,9-methanonaphtho[1,8-ab]heptalene-14-carboxylate